C(C)N(CCNC(C(CCSCCC(=O)OCC(CCCCCCCC)CCCCCC)NC(C(CCCCCCCCCC)CCCCCCCC)=O)=O)CC 2-hexyldecyl 3-((4-((2-(diethylamino)ethyl)amino)-3-(2-octyldodecanamido)-4-oxobutyl)thio)propanoate